[Ni].[W].[Mo].[Cr] chromium molybdenum tungsten-nickel